NC1=C(C=C(C=N1)C1=CC=NC2=C1C=C1N2CCN(C1=O)CC1CC1)C1=CC=C(C=C1)C1=NN=CN1CC(C)C 4-(6-amino-5-(4-(4-isobutyl-4H-1,2,4-triazol-3-yl)phenyl)pyridin-3-yl)-7-(cyclopropylmethyl)-8,9-dihydropyrido[3',2':4,5]pyrrolo[1,2-a]pyrazin-6(7H)-one